3-benzyl-N-methylcyclobutan-1-amine C(C1=CC=CC=C1)C1CC(C1)NC